7-benzyl-N-ethyl-5-methyl-4-oxo-4,5-dihydro-2H-pyrrolo[3,4-c]pyridine-2-carboxamide C(C1=CC=CC=C1)C=1C=2C(C(N(C1)C)=O)=CN(C2)C(=O)NCC